2-(4-(4-Cyano-2,3-difluorophenyl)piperazin-1-yl)-N,N-dimethyl-2-phenylacetamide C(#N)C1=C(C(=C(C=C1)N1CCN(CC1)C(C(=O)N(C)C)C1=CC=CC=C1)F)F